C(C)(C)OC=1C=CC(=NC1)C1=NSC(=N1)NC1=NC=CC=C1N(C(=O)C1CC1)C N-(2-(3-(5-isopropoxypyridin-2-yl)-1,2,4-thiadiazol-5-ylamino)pyridin-3-yl)-N-methylcyclopropanecarboxamide